6-(5-(4-(azetidin-1-yl)cyclohexyl)-4-fluoro-3-isopropyl-1H-pyrrolo[2,3-c]pyridin-2-yl)-8-methyl-[1,2,4]triazolo[1,5-a]pyridine N1(CCC1)C1CCC(CC1)C=1C(=C2C(=CN1)NC(=C2C(C)C)C=2C=C(C=1N(C2)N=CN1)C)F